C(#N)C1CC(C1)(CC1=NN=CN1C)C=1C=C(C=CC1)NC(=O)C1=CC(=C2C(=N1)C(CO2)(C)C)C=O N-(3-((1r,3r)-3-cyano-1-((4-methyl-4H-1,2,4-triazol-3-yl)methyl)cyclobutyl)phenyl)-7-formyl-3,3-dimethyl-2,3-dihydrofuro[3,2-b]pyridine-5-carboxamide